5-chloro-3,4-dihydro-2H-pyrrole ClC=1CCCN1